FC1=CC(=C2C(C(=NN(C2=C1)C1=CC=C(C=C1)OC(F)(F)F)C(=O)O)=O)S(=O)(=O)C 7-fluoro-5-methylsulfonyl-4-oxo-1-[4-(trifluoromethoxy)phenyl]cinnoline-3-carboxylic acid